2-(4-hydroxyphenyl)acetaldoxime OC1=CC=C(C=C1)CC=NO